4-[(1,3-dimethylbutyl)imino]-2,5-cyclohexadien CC(CC(C)C)N=C1C=CCC=C1